8-fluoro-3-methyl-6-(4,4,5,5-tetramethyl-1,3,2-dioxaborolan-2-yl)isoquinolin-1(2H)-one FC=1C=C(C=C2C=C(NC(C12)=O)C)B1OC(C(O1)(C)C)(C)C